BrC=1C(=NN2C1C(NCC2)=O)C2=C(C=NC=C2)C2CC2 3-bromo-2-(3-cyclopropylpyridin-4-yl)-5H,6H,7H-pyrazolo[1,5-a]pyrazin-4-one